C(\C=C/C(=O)[O-])(=O)[O-].[K+].[K+] potassium maleic acid salt